ClC1=CC=C(C=C1)C1=CN=CO1 5-(4-chlorophenyl)oxazole